1,3-diethylphenyl-xanthine C(C)C1(CC(=CC=C1)CC)C1=NC=2NC(NC(C2N1)=O)=O